4-hydroxy-3-(2,2,2-trifluoroethan-1-on-1-yl)-2H-[1]benzothieno[3,2-h]-1-benzopyran OC1=C(COC2=C1C=CC1=C2SC2=C1C=CC=C2)C(C(F)(F)F)=O